ClC=1C=CC(=C(C1)CC(=O)NC1=CCN(C=C1)C(CO)(C)C#N)O 4-[[2-(5-Chloro-2-hydroxyphenyl)acetyl]amino]-N-(1-cyano-2-hydroxy-1-methylethyl)pyridin